BrC=1C=C2C(=CC=NC2=CC1OC)OC1=C(C(=O)NC)C=C(C=C1)OC ((6-bromo-7-methoxyquinolin-4-yl)oxy)-5-methoxy-N-methylbenzamide